bis(8-oxo-8-(pentadecan-7-ylthio)octyl) 2-(((2-(dimethylamino)ethoxy)carbonyl)oxy)pentanedioate CN(CCOC(=O)OC(C(=O)OCCCCCCCC(SC(CCCCCC)CCCCCCCC)=O)CCC(=O)OCCCCCCCC(SC(CCCCCC)CCCCCCCC)=O)C